1-(4-(4-((4-([1,2,4]triazolo[1,5-a]pyridin-7-yloxy)-3-methylphenyl)amino)pyrrolo[2,1-f][1,2,4]triazin-5-yl)piperidin-1-yl)-4-(dimethylamino)butan-1-one N=1C=NN2C1C=C(C=C2)OC2=C(C=C(C=C2)NC2=NC=NN1C2=C(C=C1)C1CCN(CC1)C(CCCN(C)C)=O)C